FC=1C(=CC=2C3=C(NC(C2C1)=O)COCC3N(C(C3=CC=CC=C3)=O)C)F N-(8,9-Difluoro-6-oxo-1,4,5,6-tetrahydro-2H-pyrano[3,4-c]isoquinolin-1-yl)-N-methylbenzamide